FC1=C(C=C(C=C1)CN1CCC1)O 1-[(4-fluoro-3-hydroxyphenyl)methyl]azetidin